BrC=1C(=C(OCCCCN2CCC(CC2)C=O)C=CC1)C 1-[4-(3-bromo-2-methyl-phenoxy)butyl]piperidine-4-carbaldehyde